FC(C=1C(=C(C(=O)O)C=CC1)C)F 3-(difluoromethyl)-2-methyl-benzoic acid